methyl (2-((tert-butoxycarbonyl)amino)ethyl)phenylalaninate C(C)(C)(C)OC(=O)NCCN[C@@H](CC1=CC=CC=C1)C(=O)OC